BrC=1C=NC(=NC1)N1C[C@@H](CC1)CC=1C(=NC=2N(C1C)N=C(N2)C)C |r| rac-6-((1-(5-bromopyrimidin-2-yl)pyrrolidin-3-yl)methyl)-2,5,7-trimethyl-[1,2,4]triazolo[1,5-a]pyrimidine